NC1=C2C(=NC=N1)N(N=C2C2=CC=C(C=C2)OC2=CC=CC=C2)C2CCN(CC2)CCCCCCCCCCSC2=C1CN(C(C1=CC=C2)=O)C2C(NC(CC2)=O)=O 3-(4-((10-(4-(4-amino-3-(4-phenoxyphenyl)-1H-pyrazolo[3,4-d]pyrimidin-1-yl)piperidine-1-yl)decyl)thio)-1-oxoisoindolin-2-yl)piperidine-2,6-dione